4-methoxy-piperidine HCl Cl.COC1CCNCC1